FC(CNCCC(=O)N)F 3-(2,2-difluoroethylamino)propionamide